O1CC(CCC1)/C=C/C=C/C=O (2e,4e)-5-(tetrahydro-2H-pyran-3-yl)penta-2,4-dienal